diallyl-(6-amino-2-methylquinolin-5-yl)phosphine oxide C(C=C)P(C1=C2C=CC(=NC2=CC=C1N)C)(CC=C)=O